C[C@@H]1N(CC[C@@H](C1)C)CC=1NC2=CC(=C(C=C2C1)F)CNC(=O)C=1N=C2N(C(C1)=O)C=CC=C2 |&1:5| N-((2-(((2S,SR)-2,4-dimethylpiperidin-1-yl)methyl)-5-fluoro-1H-indol-6-yl)methyl)-4-oxo-4H-pyrido[1,2-a]pyrimidine-2-carboxamide